12-Methyltriacontane CC(CCCCCCCCCCC)CCCCCCCCCCCCCCCCCC